C(CCCCCCCC)OC(C)=O n-Nonylacetat